NN(CC1=CNC=N1)C(=O)O aza-histidine